p-aminobenzoic acid hydrochloride Cl.NC1=CC=C(C(=O)O)C=C1